C(C)(C)NC(=O)C=C N-isopropyl-acrylamine